NC1=C(C(=NN1C1=NC=CC=C1)C)C1(C(N(C2=CC=CC=C12)CC1CCC(CC1)NC(C1=C(N=CC(=C1)Cl)C(F)F)=O)=O)O N-((1r,4r)-4-((3-(5-amino-3-methyl-1-(pyridin-2-yl)-1H-pyrazol-4-yl)-3-hydroxy-2-oxoindolin-1-yl)methyl)cyclohexyl)-5-chloro-2-(difluoromethyl)nicotinamide